2-((3R,4S)-1-(1-(4-chloro-3-fluorophenyl)-3,3-dimethyl-2,3-dihydro-1H-pyrrolo[3,2-b]pyridine-5-carbonyl)-3-methoxypiperidin-4-yl)acetic acid ClC1=C(C=C(C=C1)N1CC(C2=NC(=CC=C21)C(=O)N2C[C@@H]([C@@H](CC2)CC(=O)O)OC)(C)C)F